tert-butyl 4-[2-[[7,7-dimethyl-8-(1-octylnonoxy)-8-oxo-octyl]-(5,5-dimethyl-6-oxo-6-undecoxy-hexyl)amino]ethyl]piperazine-1-carboxylate CC(CCCCCCN(CCN1CCN(CC1)C(=O)OC(C)(C)C)CCCCC(C(OCCCCCCCCCCC)=O)(C)C)(C(=O)OC(CCCCCCCC)CCCCCCCC)C